(S)-2,4-diamino-6-((1-(4-chloro-1-(3-fluorophenyl)-1H-pyrrolo[2,3-b]pyridin-3-yl)ethyl)amino)pyrimidine-5-carbonitrile NC1=NC(=C(C(=N1)N)C#N)N[C@@H](C)C1=CN(C2=NC=CC(=C21)Cl)C2=CC(=CC=C2)F